5-(8-(3,3-difluoro-4-((5-(trifluoromethyl)pyridin-2-yl)oxy)pyrrolidin-1-yl)imidazo[1,2-b]pyridazin-6-yl)pyrimidine-2,4(1H,3H)-dione FC1(CN(CC1OC1=NC=C(C=C1)C(F)(F)F)C=1C=2N(N=C(C1)C=1C(NC(NC1)=O)=O)C=CN2)F